morpholinopropylphenyl ketone O1CCN(CC1)CCCC(=O)C1=CC=CC=C1